Methyl (trans)-2-phenylcyclopropane-1-carboxylate C1(=CC=CC=C1)[C@H]1[C@@H](C1)C(=O)OC